CCCCC/C=C\\C/C=C\\CCCCCC(=O)O[C@@H](CO[C@H]1[C@@H]([C@H]([C@H]([C@H](O1)CO)O)O)O)COC(=O)CCCCC/C=C\\C/C=C\\C/C=C\\CC The molecule is a galactoglycerolipid that consists of 1,2-diacyl-sn-glycerol having (7Z,10Z,13Z)-hexadecatrienoyl and (7Z,10Z)-hexadecadienoyl as the acyl groups and a beta-D-galactopyranosyl residue attached at position 3. It has been found in Daphnia pulex and exhibits cytotoxic activity. It has a role as a Daphnia pulex metabolite and an antineoplastic agent. It is a monosaccharide derivative and a beta-D-galactopyranosyl diglyceride.